CC1(POCC(N1)(C)C)C 3,3,5,5-tetramethyl-[1,4,2]-oxazaphosphinane